C1(=CC=CC=C1)C1=NN=C(O1)C1(CCOCC1)C(=O)O 4-(5-phenyl-1,3,4-oxadiazol-2-yl)oxane-4-carboxylic acid